Bis(diethylamino)butyl-tin C(C)N(CC)C(CCC[Sn])N(CC)CC